C(CCC)N(C(=O)NC1=CC(=C(C=C1)F)Cl)CC1=CNC(C2=CC=CC=C12)=O (R)-1-butyl-3-(3-chloro-4-fluorophenyl)-1-((1-oxo-1,2-dihydroisoquinolin-4-yl)methyl)urea